FC1(CC(C1)CN1CCN(CC1)C1=CC=C2C(=N1)C(=CN2)NC(NC2=CC=C(C=C2)C(F)(F)F)=O)F 3-(5-{4-[(3,3-difluorocyclobutyl)methyl]piperazin-1-yl}-1H-pyrrolo[3,2-b]pyridin-3-yl)-1-[4-(trifluoromethyl)phenyl]urea